O=C1NC(=NN1)C1CN(CCC1)C(=O)OC(C)(C)C tert-butyl 3-(5-oxo-4,5-dihydro-1H-1,2,4-triazol-3-yl)piperidine-1-carboxylate